CN(S(=O)=O)C (N,N-dimethylsulfonamide)